2-(4-hydroxy-1H-pyrazol-1-yl)-3-methylbutyric acid OC=1C=NN(C1)C(C(=O)O)C(C)C